(Z)-3-((3-((dimethylamino)methyl)phenylamino)(phenyl)methylene)-2-oxoindoline-6-carboxamide CN(C)CC=1C=C(C=CC1)N\C(=C\1/C(NC2=CC(=CC=C12)C(=O)N)=O)\C1=CC=CC=C1